C(CC)(=O)OCC=C(CCCC(CCCC(CCCC(C)C)C)C)C 3,7,11,15-tetramethylhexadec-2-enyl propionate